tetrazolium chloride salt [Cl-].[NH+]=1NN=NC1